2-(8-(cyclopentylsulfanyl)imidazo[1,5-a]pyridin-3-yl)propan-2-amine hydrochloride Cl.C1(CCCC1)SC=1C=2N(C=CC1)C(=NC2)C(C)(C)N